C(C)(C)OC(C)(C)OC(C)C diisopropoxypropane